4-(5-(5-fluoro-2-methoxypyridin-4-yl)-1H-pyrazole-3-carbonyl)-4-azaspiro[2.5]octane-7-carboxylate FC=1C(=CC(=NC1)OC)C1=CC(=NN1)C(=O)N1C2(CC2)CC(CC1)C(=O)[O-]